5-(tert-butoxycarbonyl)-7,7-dimethyl-1-(4-(trifluoromethyl)benzyl)-4,5,6,7-tetrahydro-1H-pyrazolo[4,3-c]pyridine-3-carboxylic acid C(C)(C)(C)OC(=O)N1CC2=C(C(C1)(C)C)N(N=C2C(=O)O)CC2=CC=C(C=C2)C(F)(F)F